CC1=CNC(N(C1=O)CCNC(C=C)=O)=O N-(2-(5-methyl-2,6-dioxo-3,6-dihydropyrimidin-1(2H)-yl)ethyl)acrylamide